N12[Si]34N5[Si]16N3[Si]25N46 SiLiCon nitride